N-(2-(1H-imidazol-2-yl)ethyl)-4-(2'-amino-5-(dimethylcarbamoyl)-[2,3'-bipyridyl]-5'-yl)-1H-pyrrolo[2,3-b]pyridine-2-carboxamide N1C(=NC=C1)CCNC(=O)C1=CC=2C(=NC=CC2C=2C=C(C(=NC2)N)C2=NC=C(C=C2)C(N(C)C)=O)N1